imidazolyl-(histidine) N1C(=NC=C1)N[C@@H](CC1=CNC=N1)C(=O)O